C(C1=CC=CC=C1)OC1=C(C=C(C=C1OC)C=CC(C(C(C=CC1=CC(=C(C(=C1)OC)OCC1=CC=CC=C1)OC)=O)=C1SCCS1)=O)OC 1,7-bis(4-(benzyloxy)-3,5-dimethoxyphenyl)-4-(1,3-dithiolan-2-ylidene)hept-1,6-diene-3,5-dione